tert-butyl N-[4-[[4-[4-(2,6-dioxo-3-piperidyl)-2-methyl-phenyl] piperazin-1-yl] methyl]cyclohexyl]carbamate O=C1NC(CCC1C1=CC(=C(C=C1)N1CCN(CC1)CC1CCC(CC1)NC(OC(C)(C)C)=O)C)=O